ClC1=CC=C(C=N1)NC1=NC=CC2=CC(=CC=C12)OCC1C(C1)(F)F N-(6-chloropyridin-3-yl)-6-((2,2-difluorocyclopropyl)methoxy)isoquinolin-1-amine